C(C)(C)(C)OC(=O)N1CC2=CC(=CC=C2CC1)NC(=O)C=1N(N=C(C1N)C(=O)OCC)C1=CC(=CC=C1)Cl 7-[[4-Amino-2-(3-chlorophenyl)-5-ethoxycarbonyl-pyrazole-3-carbonyl]amino]-3,4-dihydro-1H-isoquinoline-2-carboxylic acid tert-butyl ester